3,4-Difluorobenzoylacetonitrile FC=1C=C(C(=O)CC#N)C=CC1F